C(C)(C)C(N(CCO)CCO)(CO)C(C)C diisopropyltriethanolamine